((2-methoxy-3-(5-methyl-1,2,4-oxadiazol-3-yl)phenyl)amino)-N-methyl-2-((4-morpholinylphenyl)amino)pyrimidine COC1=C(C=CC=C1C1=NOC(=N1)C)NC1=NC(N(C=C1)C)NC1=CC=C(C=C1)N1CCOCC1